CS(=O)(=O)C1=CC=C(OCC2NCC(NC2)C)C=C1 5-[(4-methylsulfonylphenoxy)methyl]-2-methylpiperazine